C(C1=CC=CC=C1)(=O)OCC(=O)C1=NC=C(C=C1)OCC1=C(C=CC=C1Cl)Cl 2-{5-[(2,6-dichlorophenyl) methoxy]pyridin-2-yl}-2-oxoethyl benzoate